2-(2-chlorophenyl)-2-fluoropropanoic acid ClC1=C(C=CC=C1)C(C(=O)O)(C)F